BrC1=C2CCC=NC2=CC(=C1)Cl 5-bromo-7-chloro-3,4-dihydroquinolin